N-(4-methoxy-5-((6-((R)-3-(3-methoxyphenyl)isoxazolidine-2-yl)pyrimidine-4-yl)amino)-2-(4-(4-propylpiperazine-1-yl)piperidine-1-yl)phenyl)acrylamide COC1=CC(=C(C=C1NC1=NC=NC(=C1)N1OCC[C@@H]1C1=CC(=CC=C1)OC)NC(C=C)=O)N1CCC(CC1)N1CCN(CC1)CCC